(8-fluoro-2-methyl-imidazo[1,2-a]pyridin-6-yl)-3-[(1S,5R)-3-methyl-3,6-diazabicyclo[3.2.0]heptan-6-yl]thieno[2,3-b]pyrazine-6-carboxamide FC=1C=2N(C=C(C1)C=1N=C3C(=NC1N1[C@H]4CN(C[C@H]4C1)C)SC(=C3)C(=O)N)C=C(N2)C